CN1C(N(C(C1=CC1=CC=C(C=C1)N1CCCC1)=O)C1=CC=CC=C1)=[Se] 1-methyl-3-phenyl-5-(4-(pyrrolidin-1-yl)benzylidene)-2-selenoxoimidazolidin-4-one